(E)-1-(4-(3-(benzo[d]oxazol-2-yl-thio)propoxy)phenyl)-3-(3-tolyl)-2-propen-1-one O1C(=NC2=C1C=CC=C2)SCCCOC2=CC=C(C=C2)C(\C=C\C=2C=C(C=CC2)C)=O